5-(3-chloro-1,2,4-oxadiazol-5-yl)-2-methyl-aniline ClC1=NOC(=N1)C=1C=CC(=C(N)C1)C